5-amino-1-(2-cyclopropylpropan-2-yl)-1H-pyrazole-4-carboxylic acid NC1=C(C=NN1C(C)(C)C1CC1)C(=O)O